O-Carboxylmethyl-hydroxylamine hemihydrochloride Cl.C(=O)(O)CON.C(=O)(O)CON